C(#N)C(C(=O)NC(OCC)=O)=NNC1=CC(=C(C(=C1)Cl)OC1=CN(C(C=C1)=O)C1CC1)Cl ethyl (2-cyano-2-(2-(3,5-dichloro-4-((1-cyclopropyl-6-oxo-1,6-dihydropyridin-3-yl)oxy)phenyl)hydrazineylidene) acetyl)carbamate